5-[6-(6-chloro-3-pyridinyl)-3-pyridinyl]-N-methyl-7-(trifluoromethyl)thieno[3,2-b]pyridine-3-carboxamide ClC1=CC=C(C=N1)C1=CC=C(C=N1)C1=CC(=C2C(=N1)C(=CS2)C(=O)NC)C(F)(F)F